C(=O)(O)CN(CCNCC)CCN(CCN(CC)CC(=O)O)CC(=O)O 6,9,12-tris(carboxymethyl)-3,6,9,12-tetraazatetradecane